ClC1=C(C(=O)N2COC3=C(C2)C=CC=C3C3=CC(=C(C(=O)OC)C=C3F)O)C(=CC(=C1)C=1C=NN(C1)C)Cl methyl 4-[3-[2,6-dichloro-4-(1-methylpyrazol-4-yl)benzoyl]-2,4-dihydro-1,3-benzoxazin-8-yl]-5-fluoro-2-hydroxybenzoate